NCCOCCOCCNC(COC1=C2C(N(C(C2=CC=C1)=O)C1C(NC(CC1)=O)=O)=O)=O N-(2-(2-(2-aminoethoxy)ethoxy)ethyl)-2-((2-(2,6-dioxo-piperidin-3-yl)-1,3-dioxoisoindolin-4-yl)oxy)acetamide